propylene acrylate (propyl methacrylate) C(CC)C=C(C(=O)O)C.C(C=C)(=O)O.C=CC